(2-carboxyethyl)phosphonium hydrochloride Cl.C(=O)(O)CC[PH3+]